ClC1=NC=CC(=C1Cl)C1C(=NC=CC1=O)C 3-(2,3-dichloropyridin-4-yl)-2-methylpyridin-4(3H)-one